5-{2-amino-[1,2,4]triazolo[1,5-a]pyridin-7-yl}-N-{[3-(cyclopropylmethoxy)phenyl]methyl}-2,6-dimethylpyridine-3-carboxamide NC1=NN2C(C=C(C=C2)C=2C=C(C(=NC2C)C)C(=O)NCC2=CC(=CC=C2)OCC2CC2)=N1